NC1=C(C=C(C=N1)C1=NN2C(=C1)[C@@]1(CN(CC1)C(=O)NC1(CCC1)C1=CC=CC=C1)OCC2)C#N |r| (rac)-2-(6-amino-5-cyanopyridin-3-yl)-N-(1-phenylcyclobutyl)-6,7-dihydrospiro[pyrazolo[5,1-c][1,4]oxazine-4,3'-pyrrolidine]-1'-carboxamide